C(C)[Al](CC1=CC=CC=C1)CC1=CC=CC=C1 ethyldibenzylaluminum